C(C)[N+](C1=CC=CC=C1)(CC)CC Triethylphenyl-ammonium